ClC=1C=C(C=C(C1)Cl)N1S(C2=C(C3=C1C=C(C=C3)C(=O)OC)N=C(N=C2)NC2=CC=C(C=C2)N2CCN(CC2)C)(=O)=O methyl 6-(3,5-dichlorophenyl)-2-{[4-(4-methylpiperazin-1-yl)phenyl]amino}-6H-pyrimido[5,4-c][2,1]benzothiazine-8-carboxylate 5,5-dioxide